COC1=NC=C(C=N1)CC=O (2-methoxypyrimidin-5-yl)acetaldehyde